C(C)(C)(C)OC(=O)N1C[C@H]2N([C@@H](C1)C)CC(C2)=O (4R,8aS)-4-methyl-7-oxo-1,3,4,6,8,8a-hexahydropyrrolo[1,2-a]pyrazine-2-carboxylic acid tert-butyl ester